CN1N=C(C2=CC=C(C=C12)O[C@H]1CNCCC1)C1C(NC(CC1)=O)=O 3-[1-methyl-6-[[(3R)-3-piperidyl]oxy]indazol-3-yl]piperidine-2,6-dione